4-(tert-butoxycarbonylamino)butyric acid C(C)(C)(C)OC(=O)NCCCC(=O)O